ClC1=C(C=CC=C1)C1=C(C=NC(=C1)O)S(=O)(=O)N1CCC(CC1)(C(=O)O)F 1-((4-(2-chlorophenyl)-6-hydroxypyridin-3-yl)sulfonyl)-4-fluoropiperidine-4-carboxylic acid